ditetradecyl-bis-(2-methoxyethoxy)silane C(CCCCCCCCCCCCC)[Si](OCCOC)(OCCOC)CCCCCCCCCCCCCC